O1COC2=C1C=CC(=C2)C2=CC=C1C=NC(=NC1=C2)NC2=C(C=C1CCNCC1=C2)OC 7-(2H-1,3-benzodioxol-5-yl)-N-(6-methoxy-1,2,3,4-tetrahydroisoquinolin-7-yl)quinazolin-2-amine